4-azaadenine N=1C=NN2N=CN=C2C1N